3-([1,2,4]triazolo[1,5-a]pyridin-6-yl)-5-(1-methyl-1H-imidazol-2-yl)thieno[3,2-b]pyridine N=1C=NN2C1C=CC(=C2)C2=CSC=1C2=NC(=CC1)C=1N(C=CN1)C